NC1=NN2C(C=C(C=C2)C=2C(=C(C(=O)NCCC(O)C3=CC=C(C=C3)Cl)C=CC2)F)=N1 3-(2-amino-[1,2,4]triazolo[1,5-a]pyridin-7-yl)-N-(3-(4-chlorophenyl)-3-hydroxypropyl)-2-fluorobenzamide